1-(4-(4-benzylpiperidine-1-carbonyl)-5-methylpicolinoyl)-4-phenylpiperidine-4-carbonitrile C(C1=CC=CC=C1)C1CCN(CC1)C(=O)C1=CC(=NC=C1C)C(=O)N1CCC(CC1)(C#N)C1=CC=CC=C1